COC1=C(CN(S(=O)(=O)C2=NC=CC(=C2)NC(=O)C=2C(=NC=3CC(CCC3C2)C)N2CC(C(CC2)(F)F)C)CC2=C(C=C(C=C2)OC)OC)C=CC(=C1)OC N-(2-(N,N-bis(2,4-dimethoxybenzyl)sulfamoyl)pyridin-4-yl)-2-(4,4-difluoro-3-methylpiperidin-1-yl)-7-methyl-5,6,7,8-tetrahydroquinoline-3-carboxamide